6-bromo-7-(2,3-dichlorophenyl)-8-fluoro-2H-benzo[d][1,3]oxazine-2,4(1H)-dione BrC1=CC2=C(NC(OC2=O)=O)C(=C1C1=C(C(=CC=C1)Cl)Cl)F